CC1(C2=CC=CC(=C2OC=2C(=CC=CC12)P(C1=CC=CC=C1)C1=CC=CC=C1)P(C1=CC=CC=C1)C1=CC=CC=C1)C (9,9-dimethyl-9H-xanthene-4,5-diyl)bis-(diphenylphosphine)